2-((5-iodopyrimidin-2-yl)amino)-2-methylpropan-1-ol IC=1C=NC(=NC1)NC(CO)(C)C